[Na+].C1(=CC=CC=C1)S(=O)[O-] phenylsulfinic acid, sodium salt